1-((2-((2-chloro-3-(3-chloro-2-(3-methoxy-4-((((5-oxopyrrolidin-2-yl)methyl)amino)methyl)phenyl)pyridin-4-yl)phenyl)amino)-3-fluoropyridin-4-yl)methyl)pyrrolidine-3-carboxylic acid ClC1=C(C=CC=C1C1=C(C(=NC=C1)C1=CC(=C(C=C1)CNCC1NC(CC1)=O)OC)Cl)NC1=NC=CC(=C1F)CN1CC(CC1)C(=O)O